FC(S(=O)(=O)[O-])(F)F.OC1=CC=C(C=C1)C[SH+]CC1=C(C=CC=C1)C (4-hydroxyphenyl)methyl-((2-methylphenyl)methyl)sulfonium trifluoromethanesulfonate